C12CN(CC(CC1)N2)C=2OC1=C(N2)C=C(C=C1C=1SC=CN1)C(=O)N1CCCCC1 (2-(3,8-diazabicyclo[3.2.1]octan-3-yl)-7-(thiazol-2-yl)benzo[d]oxazol-5-yl)(piperidin-1-yl)methanone